(E)-[8-{4-(trifluoromethyl)styryl}quinolin-5-yl]methylamine FC(C1=CC=C(/C=C/C=2C=CC(=C3C=CC=NC23)CN)C=C1)(F)F